9,9'-(dibenzo[f,H]quinoxaline-6,11-diyl)bis(N3,N3,N6,N6-tetraphenyl-9H-carbazole-3,6-Diamine) N1=CC=NC2=C3C(=C4C(=C12)C=C(C=C4)N4C1=CC=C(C=C1C=1C=C(C=CC41)N(C4=CC=CC=C4)C4=CC=CC=C4)N(C4=CC=CC=C4)C4=CC=CC=C4)C=CC(=C3)N3C4=CC=C(C=C4C=4C=C(C=CC34)N(C3=CC=CC=C3)C3=CC=CC=C3)N(C3=CC=CC=C3)C3=CC=CC=C3